N-phenylthiocarbamic acid (didodecylphenyl) ester C(CCCCCCCCCCC)C=1C(=C(C=CC1)OC(NC1=CC=CC=C1)=S)CCCCCCCCCCCC